C(#C)[C@H]1N(CC[C@@H]1C(N(C)[C@H](C(=O)OC)C(C)C)=O)C(=O)OC(C)(C)C tert-butyl (2S,3S)-2-ethynyl-3-(((S)-1-methoxy-3-methyl-1-oxobutan-2-yl)(methyl)carbamoyl)pyrrolidine-1-carboxylate